N-(2-chloro-3-(3-chloro-2-(3-methoxy-4-(((((S)-5-oxopyrrolidin-2-yl)methyl)amino)methyl)phenyl)pyridin-4-yl)phenyl)-5-(((((S)-5-oxopyrrolidin-2-yl)methyl)amino)methyl)picolinamide ClC1=C(C=CC=C1C1=C(C(=NC=C1)C1=CC(=C(C=C1)CNC[C@H]1NC(CC1)=O)OC)Cl)NC(C1=NC=C(C=C1)CNC[C@H]1NC(CC1)=O)=O